methyl 3-cyclohexyl-3-((4-(trifluoromethoxy)phenyl) sulfonamido)propanoate C1(CCCCC1)C(CC(=O)OC)NS(=O)(=O)C1=CC=C(C=C1)OC(F)(F)F